Cl.C(C1=CC=CC=C1)N1C(N(SC1=O)CCN1CCN(CC1)C(=O)C1CC1)=O 4-benzyl-2-(2-(4-(cyclopropylcarbonyl)piperazin-1-yl)ethyl)-1,2,4-thiadiazolidine-3,5-dione hydrochloride